ethyl 2-(6-oxo-3-(trifluoromethyl)-5,6-dihydrocyclopenta[c]pyrazol-1(4H)-yl)acetate O=C1CCC2=C1N(N=C2C(F)(F)F)CC(=O)OCC